COCCNC1=CC(=NC=C1)NC(=O)C1=CN(C=2C1=NC(=CC2)C=O)C N-(4-((2-methoxyethyl)amino)pyridin-2-yl)-5-formyl-1-methyl-1H-pyrrolo[3,2-b]pyridine-3-carboxamide